C(=O)C=1C=C2N(C(=NN(C2=O)CC(=O)OC)C(C)C)C1 methyl 2-(7-formyl-4-isopropyl-1-oxopyrrolo[1,2-d][1,2,4]triazin-2(1H)-yl)acetate